1-docosanoyl-2-(9Z,12Z,15Z-octadecatrienoyl)-glycero-3-phosphoserine CCCCCCCCCCCCCCCCCCCCCC(=O)OC[C@H](COP(=O)(O)OC[C@@H](C(=O)O)N)OC(=O)CCCCCCC/C=C\C/C=C\C/C=C\CC